4-(2-(4-Trifluoromethylphenyl)acetyl)-3,4-dihydro-2H-pyrido[4,3-b][1,4]oxazine FC(C1=CC=C(C=C1)CC(=O)N1C2=C(OCC1)C=CN=C2)(F)F